BrC1=C(C(=C(C=C1C(C)(C)CC)C1=CC=CC=C1)OCOC)C(C)(C)CC bromo-2-(methoxymethoxy)-3,5-di-tert-pentyl-1,1'-biphenyl